CO[C@H]1[C@@H](CC1)NC(=O)C=1C=NN2C1N=C(C=C2NC)NC=2C(N(C=CC2)C2=NC=CC=C2)=O N-((1R,2R)-2-(methoxy)cyclobutyl)-7-(methylamino)-5-((2-oxo-2H-[1,2'-bipyridyl]-3-yl)amino)-pyrazolo[1,5-a]pyrimidine-3-carboxamide